6,7,8,9-tetrahydroimidazo[4,5-c]naphthyridine N1C=NC=2C=NC=3NCCCC3C21